Ethyl 6-[(1S,4S)-5-methyl-2,5-diazabicyclo[2.2.1]heptan-2-yl]-2-phenylimidazo[1,2-b]pyridazine-3-carboxylate CN1[C@@H]2CN([C@H](C1)C2)C=2C=CC=1N(N2)C(=C(N1)C1=CC=CC=C1)C(=O)OCC